3-((S)-2-hydroxy-3-((R)-8-(4-methoxypyrimidin-2-yl)-1-oxa-8-azaspiro[4.5]dec-3-ylamino)propoxy)-N-methylbenzenesulfonamide dihydrochloride Cl.Cl.O[C@H](COC=1C=C(C=CC1)S(=O)(=O)NC)CN[C@H]1COC2(C1)CCN(CC2)C2=NC=CC(=N2)OC